C12CCCCCCCCC2CCCC1 bicyclo[8.4.0]tetradecane